COC=1C=NC2=CC(=CC(=C2C1)N1CC2=CC=CC(=C2CC1)C=1C(=NN(C1)C)C(F)(F)F)C 2-(3-methoxy-7-methylquinolin-5-yl)-5-(1-methyl-3-(trifluoromethyl)-1H-pyrazol-4-yl)-3,4-dihydroisoquinolin